COC1C(C2=CC=C(C=C2C1)OC)NC(=O)C=1C(NC(=CC1)C(F)(F)F)=O N-(2,5-dimethoxy-2,3-dihydro-1H-inden-1-yl)-2-oxo-6-(trifluoromethyl)-1,2-dihydropyridine-3-carboxamide